CC(C)C[C@@H](C(=O)NC1=CC2=CC=CC=C2C=C1)N The molecule is an L-leucine derivative that is the amide obtained by formal condensation of the carboxy group of L-leucine with the amino group of 2-naphthylamine. It has a role as a chromogenic compound. It is a N-(2-naphthyl)carboxamide, an amino acid amide and a L-leucine derivative.